NC(CC(=O)O)C(NC(C)CCC)=O 3-amino-4-oxo-4-(pentan-2-ylamino)butanoic acid